(R)-4-amino-7-(1-(tert-butyloxycarbonyl)piperidin-3-yl)-7H-pyrrolo[2,3-d]Pyrimidine NC=1C2=C(N=CN1)N(C=C2)[C@H]2CN(CCC2)C(=O)OC(C)(C)C